2-methoxy-5-[[2-[5-methyl-2-[6-oxo-5-(2-Trimethylsilylethoxymethyl)-1,5-Naphthyridin-2-Yl]-1-piperidyl]-2-oxo-acetyl]amino]pyridine-3-carboxamide COC1=NC=C(C=C1C(=O)N)NC(C(=O)N1C(CCC(C1)C)C1=NC=2C=CC(N(C2C=C1)COCC[Si](C)(C)C)=O)=O